(3-bromophenyl)cyclobutylcarbamic acid tert-butyl ester C(C)(C)(C)OC(N(C1CCC1)C1=CC(=CC=C1)Br)=O